N1=CC(=CC=C1)C=1C=C(C=C(C(=O)O)C1)C(=O)O 5-(3-pyridyl)isophthalic acid